CS(=O)(=O)OC1=CC(=C(C=C1)C)C 1-methylsulfonyloxy-3,4-dimethylbenzene